4-(2-fluoro-6-methoxyphenyl)-N-(5-((6-(2-hydroxypropan-2-yl)pyridin-3-yl)methoxy)-1,3,4-thiadiazol-2-yl)-6-methylpyridine-3-carboxamide FC1=C(C(=CC=C1)OC)C1=C(C=NC(=C1)C)C(=O)NC=1SC(=NN1)OCC=1C=NC(=CC1)C(C)(C)O